(R)-6-((3-cyclopropyl-3-hydroxyazetidin-1-yl)methyl)-2-(3-(3-(fluoro(4-methyl-4H-1,2,4-triazol-3-yl)methyl)oxetan-3-yl)phenyl)-4-(trifluoromethyl)isoindolin-1-one C1(CC1)C1(CN(C1)CC1=CC(=C2CN(C(C2=C1)=O)C1=CC(=CC=C1)C1(COC1)[C@H](C1=NN=CN1C)F)C(F)(F)F)O